C(C)OC(=O)C1=CN(C2=CC(=C(C=C2C1=O)F)F)C1CC1 cyclopropyl-6,7-difluoro-1,4-dihydro-4-oxo-3-quinolinecarboxylic acid ethyl ester